(1r,2'S,4S)-4-(3-chloroanilino)-2'-[(2R)-3-{[(5R)-5-ethyl-5,6,7,8-tetrahydroquinolin-4-yl]oxy}-2-methylpropyl]-2',3'-dihydrospiro[cyclohexane-1,1'-indene]-4-carboxylic acid ClC=1C=C(NC2(CCC3([C@H](CC4=CC=CC=C34)C[C@H](COC3=CC=NC=4CCC[C@H](C34)CC)C)CC2)C(=O)O)C=CC1